N1(CCOCC1)C(CCCCCCCCCCCCC=C)=O 1-(morpholin-4-yl)pentadec-14-en-1-one